NC=1C2=C(SC1C(=O)O)C(=CC=C2)C=2C=C1CN(C(C1=CC2)=O)C 3-amino-7-(2-methyl-1-oxoisoindolin-5-yl)benzo[b]thiophene-2-carboxylic acid